C(#N)C=1C=C(C=NC1OC(F)F)NC(=O)[C@@H]1C[C@@](C2=C1C=NC=1N2N=C(C1)F)(C)C1=NN(C=C1)C(F)F (trans)-N-(5-cyano-6-(difluoromethoxy)pyridin-3-yl)-8-(1-(difluoromethyl)-1H-pyrazol-3-yl)-2-fluoro-8-methyl-7,8-dihydro-6H-cyclopenta[e]pyrazolo[1,5-a]pyrimidine-6-carboxamide